tricarbohydrazide nickel [Ni].NNC(=O)NN.NNC(=O)NN.NNC(=O)NN